3-amino-N-(4-(((3-((3-aminopropyl)amino)propyl)amino)methyl)phenyl)-2-oxo-1-(4-phenyl-3,4-dihydro-2H-benzo[b][1,4]oxazin-6-yl)-1,2-dihydrothieno[2,3-b]pyrazine-6-carboxamide NC=1C(N(C2=C(N1)SC(=C2)C(=O)NC2=CC=C(C=C2)CNCCCNCCCN)C2=CC1=C(OCCN1C1=CC=CC=C1)C=C2)=O